O1C=C(C=C1)C1=CC=C(C=C1)C=1N=NN(C1)C=1C=C2CN(C(C2=CC1)=O)C1C(NC(CC1)=O)=O 3-(5-{4-[4-(furan-3-yl)phenyl]-1,2,3-triazol-1-yl}-1-oxo-3H-isoindol-2-yl)piperidine-2,6-dione